N-tert.-Butyl-5-chloro-4-[[2-(5-chloro-2-hydroxyphenyl)acetyl]amino]pyridin C(C)(C)(C)N1CC=C(C(=C1)Cl)NC(CC1=C(C=CC(=C1)Cl)O)=O